FC=1C=C(C=CC1OC)S(=O)(=O)N1CCC2(CCC(C2)N2CC3(COC3)C2)CC1 6-(8-((3-Fluoro-4-methoxyphenyl)sulfonyl)-8-azaspiro[4.5]decan-2-yl)-2-oxa-6-azaspiro[3.3]heptane